N[C@H]1[C@@H]2N(C[C@H]1CC2)C(=O)C2=CC1=C(N(C(=N1)C=1N(C3=CC(=CC=C3C1)C1=CC=C(C=C1)NS(=O)(=O)C)CC1CC1)C)C(=C2)OC N-[4-(2-{5-[(1R,4R,7R)-7-amino-2-azabicyclo[2.2.1]heptane-2-carbonyl]-7-methoxy-1-methyl-1H-1,3-benzodiazol-2-yl}-1-(cyclopropylmethyl)-1H-indol-6-yl)phenyl]methanesulfonamide